N2-[(3R)-1-(5-methylpyridazin-3-yl)pyrrolidin-3-yl]-1,3,4-thiadiazole-2,5-diamine CC=1C=C(N=NC1)N1C[C@@H](CC1)NC=1SC(=NN1)N